NC1=NC(=NC=C1)N1C[C@H]([C@@H](CC1)O)C |r| rac-trans-1-(4-aminopyrimidin-2-yl)-3-methylpiperidin-4-ol